FC1=C(C=CC(=C1F)F)CC(=O)[O-] 2,3,4-trifluorophenylacetate